Cl.C(C)OC1=CC=C(C=C1)C=1N=C(C2=CC=CC=C2C1)C(=O)NC1CCNCC1 3-(4-ethoxyphenyl)-N-(piperidin-4-yl)isoquinoline-1-carboxamide hydrochloride